(R)-3-(6-chloro-2-((4-nitrophenoxy)carbonyl)-1,2,3,4-tetrahydroisoquinolin-8-yl)morpholine-4-carboxylic acid tert-butyl ester C(C)(C)(C)OC(=O)N1[C@@H](COCC1)C=1C=C(C=C2CCN(CC12)C(=O)OC1=CC=C(C=C1)[N+](=O)[O-])Cl